NCC1CCC(CC1)[N+]1=NOC(=C1)[N-]C(NC1=CC(=CC(=C1)C(F)(F)F)NC(CC1=CC=CC=C1)=O)=O (3-((1R,4R)-4-(Aminomethyl)cyclohexyl)-1,2,3-oxadiazol-3-ium-5-yl)((3-(2-phenyl-acetamido)-5-(trifluoromethyl)phenyl)-carbamoyl)amide